tris-(chloromethyl)-mesitylene CC1=C(C(=C(C(=C1CCl)C)CCl)C)CCl